bromo-2,6-difluorobenzamide BrC=1C(=C(C(=O)N)C(=CC1)F)F